NC[C@@H]1CCOC2=C1C=CC(=C2)N(C)C2=C(C=C(C=C2)F)F (4R)-4-(aminomethyl)-N-(2,4-difluorophenyl)-N-methyl-3,4-dihydro-2H-1-benzopyran-7-amine